1-(2-(1-(6-amino-5-chloropyrimidin-4-yl)piperidin-3-yl)thiazol-4-yl)-3-(2,4-difluoro-6-(pyrrolidin-1-yl)phenyl)urea NC1=C(C(=NC=N1)N1CC(CCC1)C=1SC=C(N1)NC(=O)NC1=C(C=C(C=C1N1CCCC1)F)F)Cl